OC(C(=O)O)C1=CC(=C(C=C1)O)OC 2-Hydroxy-2-(4-Hydroxy-3-methoxyphenyl)acetic acid